FC1=NC=CC(=C1[Sn](CCCC)(CCCC)CCCC)F 2,4-difluoro-3-(tributylstannyl)pyridine